ethylene perfluoroisobutyrate FC(C(=O)O)(C(F)(F)F)C(F)(F)F.C=C